4-[4-(1H-pyrrolo[2,3-b]pyridin-4-yl)-1H-pyrazol-1-yl]benzonitrile N1C=CC=2C1=NC=CC2C=2C=NN(C2)C2=CC=C(C#N)C=C2